ethyl 5-((2-(dimethyl amino)pyridin-3-yl)methoxy)-2-methylbenzofuran-3-carboxylate CN(C1=NC=CC=C1COC=1C=CC2=C(C(=C(O2)C)C(=O)OCC)C1)C